9-fluorothieno[3,4-c]quinolin-4(5H)-one FC=1C=2C=3C(C(NC2C=CC1)=O)=CSC3